C(CC)OC(NC1=C(C=C(C=C1)N(CC1=CC=C(C=C1)SC)C)C)=O {2-Methyl-4-[methyl-(4-methylsulfanyl-benzyl)-amino]-phenyl}-carbamic acid propyl ester